3-(deuteromethyl)-1H-imidazol-2(3H)-one [2H]CN1C(NC=C1)=O